3-(dimethylamino)-1-propyl p-toluenesulfonate CC1=CC=C(C=C1)S(=O)(=O)OCCCN(C)C